22-(benzyloxy)-2,2-dimethyldocosanoic acid C(C1=CC=CC=C1)OCCCCCCCCCCCCCCCCCCCCC(C(=O)O)(C)C